5-(azetidin-1-ylmethyl)-7-bromopyrrolo[2,1-f][1,2,4]triazin-4-amine N1(CCC1)CC=1C=C(N2N=CN=C(C21)N)Br